Sodium iodite I(=O)[O-].[Na+]